7-(8-chloro-1-naphthyl)-N-methyl-2-[[(2S)-1-methylpyrrolidin-2-yl]methoxy]-N-pyrrolidin-3-yl-6,8-dihydro-5H-pyrido[3,4-d]pyrimidin-4-amine ClC=1C=CC=C2C=CC=C(C12)N1CC=2N=C(N=C(C2CC1)N(C1CNCC1)C)OC[C@H]1N(CCC1)C